ClC1=CC(=NC(=N1)N1N=C(C=C1)CO)NC1CCC(CC1)O 4-((6-chloro-2-(3-(hydroxymethyl)-1H-pyrazol-1-yl)pyrimidin-4-yl)amino)cyclohexan-1-ol